tert-butyl (1S,5R)-6-[[7-[2-cyano-3-[[ethyl(methyl)sulfamoyl]amino]-6-fluoro-phenoxy]quinoxalin-2-yl]oxymethyl]-3-azabicyclo[3.1.0]hexane-3-carboxylate C(#N)C1=C(OC2=CC=C3N=CC(=NC3=C2)OCC2[C@@H]3CN(C[C@H]23)C(=O)OC(C)(C)C)C(=CC=C1NS(N(C)CC)(=O)=O)F